4-(4-(3-acrylamidoazepan-1-yl)-2-(((2S,4R)-4-fluoro-1,2-dimethylpyrrolidin-2-yl)methoxy)-5,6-dihydroquinazolin-7-yl)-5-ethynyl-6-fluoronaphthalen-2-yl isopropyl carbonate C(OC1=CC2=CC=C(C(=C2C(=C1)C=1CCC=2C(=NC(=NC2C1)OC[C@]1(N(C[C@@H](C1)F)C)C)N1CC(CCCC1)NC(C=C)=O)C#C)F)(OC(C)C)=O